C(#N)C=1OC=C(C1)CBr 2-cyano-4-(bromomethyl)furan